[13C](CCCCCCCCC)(=O)O decanoic acid-1-13C